ClC=1C=CC2=C(C(C[C@@H](O2)C(=O)NC23CC(C2)(C3)N3N=CC(=C3)NCCCOC(F)(F)F)=O)C1 (2R)-6-chloro-4-oxo-N-[3-(4-{[3-(trifluoromethoxy)propyl]amino}-1H-pyrazol-1-yl)bicyclo[1.1.1]pentan-1-yl]-3,4-dihydro-2H-1-benzopyran-2-carboxamide